1-((4-methylpiperazin-1-yl)methyl)cyclopropane CN1CCN(CC1)CC1CC1